C1(=CC=C(C=C1)N(C1=CC=2C(C3=CC=CC=C3C2C=C1)(C)C)C1=CC=C(C=C1)C1=CC=CC=2C3=CC=CC=C3C3(C12)C1=CC(=CC=C1C=1C=CC(=CC13)C(C)(C)C)C(C)(C)C)C1=CC=CC=C1 N-((1,1'-biphenyl)-4-yl)N-(4-(2',7'-di-tert-butyl-9,9'-spirobi(fluorene)-1-yl)phenyl)-9,9-dimethylfluoren-2-amin